ClC=1C=C(OC2=C(C=C(C=C2)S(=O)(=O)C(F)(F)F)CC(CO)O)C=C(C1)F 3-[2-(3-chloro-5-fluoro-phenoxy)-5-(trifluoromethylsulfonyl)phenyl]propane-1,2-diol